COC1=C(C=C(C(=C1)C(F)(F)F)OC)C=1C=CC(=NC1)C 5-(2,5-dimethoxy-4-(trifluoromethyl)phenyl)-2-methylpyridine